ClC=1C=C2C=3C=C(C=C(C3NC2=CC1)CCNC#N)NC1=CC=C(C=C1)Cl N-(2-(6-Chloro-3-((4-chlorophenyl)amino)-9H-carbazol-1-yl)ethyl)cyanamide